(R)-N-(4-(3-((5-cyanopyrimidin-2-yl)amino)pyrrolidin-1-yl)-2-(4-methylpiperazin-1-yl)quinazolin-7-yl)acrylamide C(#N)C=1C=NC(=NC1)N[C@H]1CN(CC1)C1=NC(=NC2=CC(=CC=C12)NC(C=C)=O)N1CCN(CC1)C